C[C@@H]1[C@H](OC2=C(C1=O)C(=C3C(=C2)C(=C(C=C3O)O)C4=C(C=C(C5=C(C6=C(C=C54)OC(CC6=O)C)O)O)O)O)C The molecule is a biaryl that is 2,2',3,3'-tetrahydro-4H,4'H-9,9'-bibenzo[g]chromene-4,4'-dione substituted by hydroxy groups at positions 5, 5', 6, 6', 8 and 8' and methyl groups at positions 2, 2' and 3 (the 2R,3R stereoisomer). It has been isolated from Chaetomium gracile. It has a role as a Chaetomium metabolite. It is a benzochromenone, a biaryl and a member of phenols.